3-(2-methoxyethoxy)-5-methyl-8-(4-(5-methylbenzo[d]oxazol-2-yl)piperidin-1-yl)-6-oxo-5,6-dihydro-1,5-naphthyridine-2-carbonitrile COCCOC=1C(=NC=2C(=CC(N(C2C1)C)=O)N1CCC(CC1)C=1OC2=C(N1)C=C(C=C2)C)C#N